5-(benzyloxy)-2-(1-(5-bromoisoindolin-2-yl)ethyl)-4H-pyran-4-one C(C1=CC=CC=C1)OC=1C(C=C(OC1)C(C)N1CC2=CC=C(C=C2C1)Br)=O